C(N)(=N)NCCS(=O)(=O)O Amidinotaurine